N1=CC(=CC=C1)CCC 3-(pyridin-3-yl)propane